N4-methyl-N2-(5-methyl-1H-indazol-4-yl)-5-(trifluoromethyl)pyrimidine-2,4-diamine CNC1=NC(=NC=C1C(F)(F)F)NC1=C2C=NNC2=CC=C1C